NCCCOC1=CC=C(C=C1)[C@@H](C(=O)OCC1=CC=CC=C1)N1CC2=CC=CC=C2C1 benzyl (S)-2-(4-(3-aminopropoxy)phenyl)-2-(isoindolin-2-yl)acetate